C(C1=CC=CC=C1)OC1=C(C(=NC(=C1C)C)Cl)C=1COCC1 4-benzyloxy-2-chloro-3-(2,5-dihydrofuran-3-yl)-5,6-dimethylpyridine